(2R,4R)-2'-chloro-2-(1-methyl-1H-1,2,3-triazol-4-yl)-4',5'-dihydrospiro[piperidine-4,7'-thieno[2,3-C]pyran] ClC1=CC2=C([C@]3(OCC2)C[C@@H](NCC3)C=3N=NN(C3)C)S1